C(CCCCCCCCC)OCCC/C=C/CC[Mg]Br (3E)-6-(decoxymethyl)-3-hexenyl-magnesium bromide